2-bromo-N-(4-methoxyphenyl)-3-phenylpropionamide BrC(C(=O)NC1=CC=C(C=C1)OC)CC1=CC=CC=C1